S1C(=CC=C1)COCC1CO1 2-[(thiophen-2-ylmethoxy)methyl] ethylene oxide